N-(2,7-dimethyl-[1,2,4]triazolo[1,5-a]pyridin-6-yl)-4-((3R,5S)-3,5-dimethylpiperazin-1-yl)-2,3-dihydro-1H-pyrrolo[2,3-b]pyridine-1-carboxamide CC1=NN2C(C=C(C(=C2)NC(=O)N2CCC=3C2=NC=CC3N3C[C@H](N[C@H](C3)C)C)C)=N1